COC(=O)C=1C(=CC2=CN(N=C2C1)C1CCN(CC1)C(=O)OC(C)(C)C)[N+](=O)[O-].ClC1=C(C=C(C=C1)[C@H]1O[C@H](CCC1)CO)C1=CC=C(C=C1)OCC (2S,3S,4R,5R,6R)-2-(4-chloro-3-(4-ethoxyphenyl)phenyl)-6-(hydroxymethyl)tetrahydro-2H-pyran methyl-2-(1-(tert-butoxycarbonyl)piperidin-4-yl)-5-nitro-2H-indazole-6-carboxylate